P1(CCCC1)=O phospholane oxide